4-((4-((2-(dimethylphosphoryl)phenyl)amino)-5-(trifluoromethyl)pyrimidin-2-yl)amino)-2-fluorobenzoic acid CP(=O)(C)C1=C(C=CC=C1)NC1=NC(=NC=C1C(F)(F)F)NC1=CC(=C(C(=O)O)C=C1)F